ClC1=NC(=CC(=N1)Cl)C=1C=NC=CC1 2,4-dichloro-6-(pyridin-3-yl)pyrimidine